O=C1N(CC2=C(C=CC=C12)C=C)C1C(NC(CC1)=O)=O 3-(1-oxo-4-vinylisoindolin-2-yl)piperidine-2,6-dione